ClC=1C(C2=C(C=CC(=C2C(C1Cl)=O)O)O)=O 2,3-dichloro-5,8-dihydroxyl-1,4-naphthoquinone